(10-(2-bromo-3,4,5-trimethoxy-6-methylphenyl)decyl)triphenylphosphine bromide [Br-].BrC1=C(C(=C(C(=C1OC)OC)OC)C)CCCCCCCCCCC1=C(C=CC=C1)P(C1=CC=CC=C1)C1=CC=CC=C1